benzo[d]imidazo[2,1-b]thiazol-2-carboxamide N=1C(=CN2C1SC1=C2C=CC=C1)C(=O)N